N-((3-nitro-4-(((tetrahydro-2H-pyran-2-yl)methyl)amino)phenyl)sulfonyl)benzamide [N+](=O)([O-])C=1C=C(C=CC1NCC1OCCCC1)S(=O)(=O)NC(C1=CC=CC=C1)=O